((S)-5H-imidazo[5,1-a]isoindol-5-yl)-5,6,7,8-tetrahydrophthalazin-5-ol C=1N=CN2C1C1=CC=CC=C1[C@H]2C2=NN=CC=1C(CCCC21)O